ClC1=CC(=C(C(=O)NC=2C=CC(=NC2)C(=O)O)C=C1Cl)OC1=C(C=C(C=C1)F)F 5-(4,5-dichloro-2-(2,4-difluorophenoxy)benzamido)picolinic acid